I[NH3+] N-Iodoaminium